tert-butyl N-[3-[[2-fluoro-3-formyl-4-(trideuteriomethoxy)phenoxy]methyl]phenyl]carbamate FC1=C(OCC=2C=C(C=CC2)NC(OC(C)(C)C)=O)C=CC(=C1C=O)OC([2H])([2H])[2H]